(S)-(4-(pyrazolo[1,5-a]pyridin-2-yl)-6,7-dihydro-1H-imidazo[4,5-c]pyridin-5(4H)-yl)(1-(trifluoromethyl)-1H-pyrazol-5-yl)methanone N1=C(C=C2N1C=CC=C2)[C@H]2N(CCC1=C2N=CN1)C(=O)C1=CC=NN1C(F)(F)F